C1(CCC1)N1N=CC=2C1=NC=C(C2)C(=O)O 1-cyclobutyl-1H-pyrazolo[3,4-b]pyridine-5-carboxylic acid